(R)-N-(4-(5-(4-(2-azabicyclo[2.1.1]hexane-2-carbonyl)cyclohex-1-en-1-yl)-4-amino-7-methyl-7H-pyrrolo[2,3-d]pyrimidin-6-yl)phenyl)methacrylamide (3-methoxyphenyl)acrylate COC=1C=C(C=CC1)OC(C=C)=O.C12N(CC(C1)C2)C(=O)[C@H]2CC=C(CC2)C2=C(N(C=1N=CN=C(C12)N)C)C1=CC=C(C=C1)NC(C(=C)C)=O